N-((3S,4R)-1-acetyl-4-((6-(2,6-di-chloro-3,5-dimethoxyphenyl)-8-(oxetan-3-ylamino)pyrido[3,4-d]pyrimidin-2-yl)amino)pyrrolidin-3-yl)acrylamide C(C)(=O)N1C[C@@H]([C@@H](C1)NC=1N=CC2=C(N1)C(=NC(=C2)C2=C(C(=CC(=C2Cl)OC)OC)Cl)NC2COC2)NC(C=C)=O